(S)-N'-(((S)-3-(methoxymethyl)-1,2,3,5,6,7-hexahydro-s-indacen-4-yl)carbamoyl)-5'H,7'H-spiro[cyclopropane-1,6'-pyrazolo[5,1-b][1,3]oxazine]-3'-sulfonimidamide COC[C@H]1CCC2=CC=3CCCC3C(=C12)NC(=O)N=[S@@](=O)(N)C=1C=NN2C1OCC1(C2)CC1